(1S,2R)-2-ALLYLCYCLOPENTYL METHANESULFONATE CS(=O)(=O)O[C@@H]1[C@H](CCC1)CC=C